BrC1=C(C(=CC=C1)F)N1N=CC(=C1C)C(=O)NC1=NC2=CC=CC=C2C=C1 1-(2-bromo-6-fluorophenyl)-5-methyl-N-(quinolin-2-yl)-1H-pyrazole-4-carboxamide